trishydroxydimethylmethane OC(CC)(O)O